3-(3-(5-isopropyl-2-methylphenoxy)propyl)-7-morpholinobenzo[d][1,2,3]triazin-4(3H)-one C(C)(C)C=1C=CC(=C(OCCCN2N=NC3=C(C2=O)C=CC(=C3)N3CCOCC3)C1)C